citric acid tri(2-propyl-1-heptyl) ester C(CC)C(COC(CC(O)(C(=O)OCC(CCCCC)CCC)CC(=O)OCC(CCCCC)CCC)=O)CCCCC